ClC1C=C2C(=CN(C=C2O1)C(O)C1=C(C(=CC(=C1F)OC)OC)F)Cl (2,4-dichlorofuro[3,2-d]pyridin-6-yl)(2,6-difluoro-3,5-dimethoxyphenyl)methanol